Cl.NC1=C(C=C(N=N1)C1=C(C=CC=C1)O)N1C[C@H]2CC[C@@H](C1)N2C2=CC(=CC=C2)OC2CCNCC2 2-(6-amino-5-((1R,5S)-8-(3-(piperidin-4-yloxy)-phenyl)-3,8-diazabicyclo[3.2.1]octan-3-yl)pyridazin-3-yl)phenol hydrochloride